5-[rac-(1S,5R)-3,8-diazabicyclo[3.2.1]oct-3-yl]-1,3-dihydro-benzimidazol-2-one hydrochloride Cl.[C@@H]12CN(C[C@@H](CC1)N2)C2=CC1=C(NC(N1)=O)C=C2 |r|